C(C)(C)(C)C=1C=CC(=C(C1)S(=O)(=O)N)OC1CCC1 5-tert-butyl-2-(cyclobutoxy)benzenesulfonamide